OCC(=CCNC1=C2N=CN=C2N(C=N1)C1[C@H](O)[C@@H](O)[C@H](O)[C@H](O1)CO)C 6-(3-hydroxymethyl-3-methylallyl)amino-3-glucopyranosylpurine